tert-butyl (2R,3S)-2-(((2R,3R,4R,5S,6S)-6-((7H-purin-6-yl)amino)-4,5-dihydroxy-2-(hydroxymethyl)tetrahydro-2H-pyran-3-yl)carbamoyl)-3-methoxypyrrolidine-1-carboxylate N1=CN=C2N=CNC2=C1N[C@@H]1[C@H]([C@@H]([C@H]([C@@H](O1)CO)NC(=O)[C@@H]1N(CC[C@@H]1OC)C(=O)OC(C)(C)C)O)O